ethylene bis-(dithiocarbamate) C(N)(SCCSC(N)=S)=S